CC1=C(CB2OC(C)(C)C(C)(C)O2)C=CC(=C1)C 2,4-Dimethylbenzylboronic acid pinacol ester